chloro-2-fluoro-N-(6-((4-methylpiperazin-1-yl)methyl)pyridin-2-yl)benzamide ClC=1C(=C(C(=O)NC2=NC(=CC=C2)CN2CCN(CC2)C)C=CC1)F